tert-butyl (2R)-2-(aminomethyl)piperidine-1-carboxylate NC[C@@H]1N(CCCC1)C(=O)OC(C)(C)C